N8-((3-fluorooxetan-3-yl)methyl)-N2-(2-methoxy-4-(1-methyl-1H-pyrazol-4-yl)phenyl)pyrido[3,4-d]pyrimidine-2,8-diamine FC1(COC1)CNC1=NC=CC2=C1N=C(N=C2)NC2=C(C=C(C=C2)C=2C=NN(C2)C)OC